NC1=C(C=CC(=C1)F)C1=C(C=C(C(=C1)F)C(=O)NC=1C=NC(=C(C1)Cl)N1N=CC=N1)C1CC1 2'-amino-N-(5-chloro-6-(2H-1,2,3-triazol-2-yl)pyridin-3-yl)-2-cyclopropyl-4',5-difluoro-[1,1'-biphenyl]-4-carboxamide